Fluoro-N-isopropyl-2-((4-(7-(((2S,5R)-5-(methylsulfonamido)tetrahydro-2H-pyran-2-yl)methyl)-2,7-diazaspiro[3.5]nonan-2-yl)pyrimidin-5-yl)oxy)-N-((R)-tetrahydrofuran-3-yl)benzamide FC=1C(=C(C(=O)N([C@H]2COCC2)C(C)C)C=CC1)OC=1C(=NC=NC1)N1CC2(C1)CCN(CC2)C[C@H]2OC[C@@H](CC2)NS(=O)(=O)C